(Z)-iodoacrylic acid IC(C(=O)O)=C